OC1=C(C=C(C(=C1)O)CCC)C(=O)N1CC2=CC=C(C=C2C1)CN1CCNCC1 (2,4-dihydroxy-5-propylphenyl)(5-(piperazin-1-ylmethyl)isoindolin-2-yl)methanone